1-(4-fluorophenyl)-6-methyl-5-((2R,4S)-2-methyl-1-((1-propyl-1H-pyrazol-4-yl)sulfonyl)piperidin-4-yl)-1H-indazole FC1=CC=C(C=C1)N1N=CC2=CC(=C(C=C12)C)[C@@H]1C[C@H](N(CC1)S(=O)(=O)C=1C=NN(C1)CCC)C